FC1=C(C(=O)NC(C(=O)O)CCN(CCCCC2=NC=3NCCC(C3C=C2)C)CC(CF)OC)C=CC=C1 2-[(2-fluorobenzoyl)amino]-4-[[3-fluoro-2-methoxy-propyl]-[4-(5-methyl-5,6,7,8-tetrahydro-1,8-naphthyridin-2-yl)butyl]amino]butanoic acid